1-(2-((tert-butoxycarbonyl)amino)ethyl)-2-methylpyridin-1-ium bromide [Br-].C(C)(C)(C)OC(=O)NCC[N+]1=C(C=CC=C1)C